NC1=C2C(=NC=N1)N(N=C2C2=CC(=C(C=C2)CNC(C2=C(C=CC=C2)OC)=O)OC)C2CCCC2 N-[[4-(4-amino-1-cyclopentyl-pyrazolo[3,4-d]pyrimidin-3-yl)-2-methoxy-phenyl]methyl]-2-methoxy-benzamide